2-(((tert-butyldiphenylsilyl)oxy)methyl)-4-(4-(3,4,5-tris(octadecyloxy)benzoyl)piperazin-1-yl)benzoic acid [Si](C1=CC=CC=C1)(C1=CC=CC=C1)(C(C)(C)C)OCC1=C(C(=O)O)C=CC(=C1)N1CCN(CC1)C(C1=CC(=C(C(=C1)OCCCCCCCCCCCCCCCCCC)OCCCCCCCCCCCCCCCCCC)OCCCCCCCCCCCCCCCCCC)=O